4-(3-(benzyloxy)-4,5,6,7-tetrahydro-1H-indazol-1-yl)piperidine-1-carboxylic acid tert-butyl ester C(C)(C)(C)OC(=O)N1CCC(CC1)N1N=C(C=2CCCCC12)OCC1=CC=CC=C1